4-(((4-methyl-1-propyl-1H-imidazol-5-yl)methyl)thio)aniline methyl-(1R,4aS,7aS)-1-hydroxy-7-(hydroxymethyl)-1,4a,5,7a-tetrahydrocyclopenta[c]pyran-4-carboxylate COC(=O)C=1[C@@H]2[C@H]([C@@H](OC1)O)C(=CC2)CO.CC=2N=CN(C2CSC2=CC=C(N)C=C2)CCC